N-(6α-ethyl-4β-fluoro-7α-trimethylsiloxy-3α-hydroxy-5β-cholan-24-yl)-trifluoromethoxybenzenesulfonamide C(C)[C@H]1[C@H]([C@H]2[C@@H]3CC[C@H]([C@@H](CCCNS(=O)(=O)C4=C(C=CC=C4)OC(F)(F)F)C)[C@]3(CC[C@@H]2[C@]2(CC[C@H]([C@@H]([C@@H]12)F)O)C)C)O[Si](C)(C)C